FC(OC1=CC=C(C(N1C1=CC=C(C=C1)F)=O)C(=O)N)F 6-difluoromethoxy-2-oxo-1-(4-fluorophenyl)-1,2-dihydropyridine-3-carboxamide